5-oxo-4,5-dihydro-1,2,4-oxadiazole-3-carboxamide O=C1NC(=NO1)C(=O)N